9,9'-((3-(dibenzo[b,d]thiophen-4-yl)-4-(2-(4,6-diphenyl-1,3,5-triazin-2-yl)phenyl)pyridine-2,6-diyl)bis(4,1-phenylene))bis(3-methyl-9H-carbazole) C1=CC=C(C=2SC3=C(C21)C=CC=C3)C=3C(=NC(=CC3C3=C(C=CC=C3)C3=NC(=NC(=N3)C3=CC=CC=C3)C3=CC=CC=C3)C3=CC=C(C=C3)N3C2=CC=CC=C2C=2C=C(C=CC32)C)C3=CC=C(C=C3)N3C2=CC=CC=C2C=2C=C(C=CC32)C